OC=1C=C(C=CC1C=1N=NC(=CC1)OC1CC(NC(C1)(C)C)(C)C)C1=CC(N(C=C1)C)=O 4-(3-hydroxy-4-(6-((2,2,6,6-tetramethyl-piperidin-4-yl)oxy)pyridazin-3-yl)phenyl)-1-methylpyridin-2(1H)-one